(1-chloro-3-methoxy-6,7-dihydro-5H-cyclopenta[c]pyridin-6-yl)methanol ClC1=NC(=CC2=C1CC(C2)CO)OC